The molecule is a cytochalasan alkaloid found in Chaetomium globosum. It has a role as an antineoplastic agent and a Chaetomium metabolite. It is a cytochalasan alkaloid, a member of indoles, a macrocycle and a secondary alpha-hydroxy ketone. C[C@H]\\1C/C=C/[C@H]2C=C([C@H]([C@@H]3[C@@]2(C(=O)/C=C/C(=O)[C@@H](/C(=C1)/C)O)C(=O)N[C@H]3CC4=CNC5=CC=CC=C54)C)C